tert-Butyl (5-bromopentyl)methylcarbamate BrCCCCCN(C(OC(C)(C)C)=O)C